BrC=1C(=NC=C(C1)C(F)(F)F)S(=O)(=O)C 3-bromo-2-methylsulfonyl-5-(trifluoromethyl)pyridine